2-(5-methoxy-2-nitro-4-(trifluoromethyl)-phenyl)acetonitrile COC=1C(=CC(=C(C1)CC#N)[N+](=O)[O-])C(F)(F)F